ClC1=NC=C(C(=N1)NC1CCS(CC1)(=O)=O)C(=O)O 2-chloro-4-((1,1-dioxotetrahydro-2H-thiopyran-4-yl)amino)pyrimidine-5-carboxylic acid